N-Boc-1,2-butanediamine C(=O)(OC(C)(C)C)NCC(CC)N